C(C)(C)(C)OC(=O)N1CC2=C(CC1)N=C(N2)C=2C(=C(C(=O)O)C=CC2C2CCC2)C (5-(tert-Butoxycarbonyl)-4,5,6,7-tetrahydro-3H-imidazo[4,5-c]Pyridin-2-yl)-4-cyclobutyl-2-methylbenzoic acid